O=C1OC(C2=CC(=CC=C12)C(=O)N)=O 1,3-dioxo-1,3-dihydroisobenzofuran-5-carboamide